BrC1=NC(=CC(=C1OCOC)C1=CC(=C(C=C1)N1C(N(C=C1)C)=O)Cl)F 1-(4-(2-bromo-6-fluoro-3-(methoxymethoxy)pyridin-4-yl)-2-chlorophenyl)-3-methyl-1H-imidazol-2(3H)-one